(E)-4-bromo-2-hydroxy-6-((1-hydroxy-2-methylpropyl-imino)meth-yl)phenyl isobutyrate C(C(C)C)(=O)OC1=C(C=C(C=C1/C=N/C(C(C)C)O)Br)O